C(C)(C)C=1C=C2C(=C(/C(/C2=CC1)=C/C1=CC=C(C=C1)C(C)C)C)CC(=O)O (Z)-2-(5-isopropyl-2-methyl-1-(4-isopropylbenzylidene)-1H-inden-3-yl)acetic acid